di-n-butyl 2-cyano-2,3-diisobutylsuccinate C(#N)C(C(=O)OCCCC)(C(C(=O)OCCCC)CC(C)C)CC(C)C